C(C)(C)(C)OC(N(C)N1C(C2=CC=CC=C2C1=O)=O)=O.C1(CCCC1)C1=C(N)C(=CC(=C1)C(C1=CC=CC=C1)C1=CC=CC=C1)C(C1=CC=CC=C1)C1=CC=CC=C1 2-cyclopentyl-4,6-bis(benzhydryl)aniline tert-butyl-(1,3-dioxoisoindolin-2-yl)(methyl)carbamate